N-((cis)-3-(5-chloro-2-cyanophenyl)cyclobutyl)-1-((S or R)-1-(4-methoxy-6-((1R,5S)-2-oxo-3-azabicyclo[3.1.0]hexan-3-yl)pyridin-3-yl)ethyl)-1H-1,2,3-triazole-4-carboxamide ClC=1C=CC(=C(C1)[C@H]1C[C@H](C1)NC(=O)C=1N=NN(C1)[C@@H](C)C=1C=NC(=CC1OC)N1C([C@@H]2C[C@@H]2C1)=O)C#N |o1:19|